C1(CC1)NC1(CCCCC1)CC1=C(C(=O)N)C=CC(=C1)C#CC1=C(C=CC=C1)F ((1-(cyclopropylamino)cyclohexyl)methyl)-4-((2-fluorophenyl)ethynyl)benzamide